2-(6-(cyclopropanesulfonamido)pyrazin-2-yl)-N-(5-(6-ethoxypyrazin-2-yl)pyridin-2-yl)-2-fluorobutanamide C1(CC1)S(=O)(=O)NC1=CN=CC(=N1)C(C(=O)NC1=NC=C(C=C1)C1=NC(=CN=C1)OCC)(CC)F